2-pyridylzinc N1=C(C=CC=C1)[Zn]